2-(piperazin-1-yl)thiazolo[5,4-d]Pyrimidin-7(6H)-one N1(CCNCC1)C=1SC=2N=CNC(C2N1)=O